ethyl (2S)-2,6-diisocyanatohexanoate N(=C=O)[C@H](C(=O)OCC)CCCCN=C=O